divinyl sulfone C(=C)S(=O)(=O)C=C